[C@H]12C(C[C@H](CC1)C2)C=O (1S,4R)-BICYCLO[2.2.1]HEPTANE-2-CARBALDEHYDE